ClC=1C=NN(C1C(=O)NC1=NC=C(C=C1F)C#CC1=CC=C(C=C1)F)[C@@H]1CC[C@@H](CC1)NC(C(C)C)=O 4-chloro-N-(3-fluoro-5-((4-fluorophenyl)ethynyl)pyridin-2-yl)-1-(cis-4-isobutyramidocyclohexyl)-1H-pyrazole-5-carboxamide